CC1C(C(CN(C1)C(=O)OC(C)(C)C)C(=O)OCC)=O (+/-)-1-tert-Butyl 3-Ethyl 5-Methyl-4-oxopiperidine-1,3-dicarboxylate